C(C)(C)OC1=NC(=NC=C1)NCC1=C(C=NN1C)C1=NC=C(C(=N1)C)O[C@@H]1C[C@H](CCC1)C(=O)O (1S,3S)-3-((2-(5-(((4-isopropoxypyrimidin-2-yl)amino)methyl)-1-methyl-1H-pyrazol-4-yl)-4-methylpyrimidin-5-yl)oxy)cyclohexane-1-carboxylic acid